CC(=O)O.C(C(CO)(CO)N)O Tris-acetate